FC(C1C(C1)C(=O)NC=1N=CC2=C(N=CC(=C2C1)C=1OC2=C(N1)C=C(C=C2)N2C[C@@H](OCC2)C)NC)F 2-(Difluoromethyl)-N-(8-(methylamino)-5-(5-((S)-2-methylmorpholino)benzo[d]oxazol-2-yl)-2,7-naphthyridin-3-yl)cyclopropane-1-carboxamide